ClC=1C=2CCCC2C(=C2CCCC12)NC(=O)NS(=O)(=O)C1=CC(=C(O1)C(=O)O)C 5-[[(8-chloro-1,2,3,5,6,7-hexahydro-s-indacen-4-yl)carbamoyl]aminosulfonyl]-3-methylfuran-2-carboxylic acid